copper zinc cobalt oxide [Co]=O.[Zn].[Cu]